methyl-4-(trifluoromethyl)piperidin CN1CCC(CC1)C(F)(F)F